C1(CC1)[C@H](C)NC(=O)C1=NN2C(N=C(C=C2N2CCOCC2)N2N=C(C=C2)C2=CC=CC=C2)=C1 N-[(1S)-1-cyclopropylethyl]-7-morpholino-5-(3-phenylpyrazol-1-yl)pyrazolo[1,5-a]pyrimidine-2-carboxamide